C(C)(C)(C)OC(=O)N1CCC(CC1)C=1C=CC(=NC1)C(=O)OC methyl 5-(1-(tert-butoxycarbonyl)piperidin-4-yl)picolinate